FC1CN(C1)C=1C=C2C(=CC=NC2=CC1)C(=O)O 6-(3-Fluoroazetidin-1-yl)quinoline-4-carboxylic acid